C(C)(C)(C)N[SiH3] t-butylaminosilane